C(C)OC1C=NC2=CC(=CC(=C2C1=O)OCC)OCC 3,5,7-triethoxyquinolin-4-one